6-((diphenylmethylene)amino)-[1,2,4]triazolo[1,5-a]pyridin-2-amine C1(=CC=CC=C1)C(C1=CC=CC=C1)=NC=1C=CC=2N(C1)N=C(N2)N